[6-(5-ethyl-1,2,4-oxadiazol-3-yl)-1,2,3,4-tetrahydronaphthalen-1-yl]-1-methyl-1H-pyrazole-4-carboxamide C(C)C1=NC(=NO1)C=1C=C2CCCC(C2=CC1)C1=NN(C=C1C(=O)N)C